3,5-diethoxy-2-fluoro-4-methylbenzoic acid methyl ester COC(C1=C(C(=C(C(=C1)OCC)C)OCC)F)=O